1-phenyl-1,2-propanedione-2-(ethoxycarbonyl) oxime C(C)OC(=O)ON=C(C(=O)C1=CC=CC=C1)C